2,4-Diethylthioxanthon C(C)C1=CC=2C(C3=CC=CC=C3SC2C(=C1)CC)=O